COC1=CC=C(C=C1)N(C(=S)NC(C1=CC=CC=C1)=O)C1=CC=C(C=C1)OC Bis(4-methoxyphenyl)-3-benzoylthiourea